C(#N)C=1C=NN2C1C(=CC(=C2)C=2C=NN(C2)C)N2CC1CCC(C2)C1C(=O)NCC=1C=NC(=CC1)N1N=CC(=C1)F 3-(3-cyano-6-(1-methyl-1H-pyrazol-4-yl)pyrazolo[1,5-a]pyridin-4-yl)-N-((6-(4-fluoro-1H-pyrazol-1-yl)pyridin-3-yl)methyl)-3-azabicyclo[3.2.1]octane-8-carboxamide